NC1(C(N(CCC1)C(=O)OCCCC)CC=1C=C(C=CC1)C1=CC=CC=C1)C#CC(=O)OC butyl 3-amino-2-({[1,1'-biphenyl]-3-yl}methyl)-3-(3-methoxy-3-oxoprop-1-yn-1-yl)piperidine-1-carboxylate